(1-methyl-1H-pyrazol-3-yl)methyl (1-((3-chloro-4-fluorophenyl)carbamoyl)-2-methyl-4,5,6,7-tetrahydro-2H-isoindol-4-yl)carbamate ClC=1C=C(C=CC1F)NC(=O)C=1N(C=C2C(CCCC12)NC(OCC1=NN(C=C1)C)=O)C